2-(2-(cyclopropanesulfonamido)pyrimidin-4-yl)-N-(2-fluoro-4-(5-isopropoxypyridin-3-yl)phenyl)butanamide C1(CC1)S(=O)(=O)NC1=NC=CC(=N1)C(C(=O)NC1=C(C=C(C=C1)C=1C=NC=C(C1)OC(C)C)F)CC